3-CHLORO-5-METHOXYPYRIDINE-2-CARBOXALDEHYDE ClC=1C(=NC=C(C1)OC)C=O